C1(CC1)NC=1N=CC2=C(N(C(C=3C=C(C=CC23)CN2CCN(CC2)C)=O)[C@@H]2CC[C@H](CC2)O)N1 trans-3-(Cyclopropylamino)-5-(4-hydroxycyclohexyl)-8-((4-methylpiperazin-1-yl)methyl)pyrimido[4,5-c]isoquinolin-6(5H)-one